C1(=CC=CC=C1)C1C2=C(CC=3C(C=4C=CC=CC4C13)=O)C=CC=C2 5-Phenyl-5,10-dihydrobenzo[b]fluoren-11-one